N1=C(C=CC=C1)OC=1C=C(C=C(C1)OC1=NC(=CC=C1)C)OC1=NC(=CC=C1)C 2,2'-(5-(pyridin-2-yloxy)-1,3-phenylene)bis(oxy)bis(6-methylpyridine)